C(CCC)OC(=O)CCCCCCCCCCCCCOC=1C2=CC=CC=C2C(=C2C=CC=CC12)OCCCCCCCCCCCCCC(=O)OCCCC 9,10-bis(n-butoxycarbonyltridecyleneoxy)anthracene